C1(CC1)N1CCS(C2=C(C1=O)SC(=C2)C2=NC(=NC=C2C(F)(F)F)NC2=C(C=C(C=C2)N2C[C@@H](NCC2)CO)C2CC2)(=O)=O (R)-4-cyclopropyl-7-(2-((2-cyclopropyl-4-(3-(hydroxymethyl)piperazin-1-yl)phenyl)amino)-5-(trifluoromethyl)pyrimidin-4-yl)-3,4-dihydrothieno[2,3-f][1,4]thiazepin-5(2H)-one 1,1-dioxide